C(C)(C)(C)OC(=O)N1C(OC[C@@H]1C(CC=C)(O)CC=C)(C)C (4R)-4-(1-allyl-1-hydroxy-but-3-enyl)-2,2-dimethyl-oxazolidine-3-carboxylic acid tert-butyl ester